(3-(2-((4-(dimethylamino)butyl)(2-(piperidin-1-yl)quinazolin-4-yl)amino)ethoxy)phenyl)(pyrrolidin-1-yl)methanone CN(CCCCN(CCOC=1C=C(C=CC1)C(=O)N1CCCC1)C1=NC(=NC2=CC=CC=C12)N1CCCCC1)C